ClC=1C(=NC(=NC1)NC1=CC=C(C=C1)CN1CCOCC1)NC1=C(C(=O)NCCCCCCO)C=CC=C1 2-((5-chloro-2-(4-morpholinomethylanilino)pyrimidin-4-yl)amino)-N-(6-hydroxyhexyl)benzamide